2-Ethoxy-4-(4-piperidin-1-yl-phenyl)-5H-indeno[1,2-b]pyridine-3-carbonitrile C(C)OC1=C(C(=C2C(=N1)C1=CC=CC=C1C2)C2=CC=C(C=C2)N2CCCCC2)C#N